3-(3-Pyridinyl)-2,3-dibromopropionic acid ethyl ester C(C)OC(C(C(Br)C=1C=NC=CC1)Br)=O